rac-N-{[2,5-dioxo-4-(1,3-thiazol-2-yl)imidazolidin-4-yl]methyl}-4'-methyl[biphenyl]-2-carboxamide O=C1NC([C@@](N1)(C=1SC=CN1)CNC(=O)C=1C(=CC=CC1)C1=CC=C(C=C1)C)=O |r|